tri(n-nonyl)cyclohexane-1,3,5-tripropionate C(CCCCCCCC)OC(CCC1CC(CC(C1)CCC(=O)OCCCCCCCCC)CCC(=O)OCCCCCCCCC)=O